2-(5-((R and S)-1-(((R)-((R)-2,3-dihydro-1H-pyrido[2,3-b][1,4]oxazin-3-yl)(phenyl)methyl)amino)propan-2-yl)-2,4-difluorophenyl)acetic acid N1C2=C(O[C@H](C1)[C@@H](C1=CC=CC=C1)NC[C@H](C)C=1C(=CC(=C(C1)CC(=O)O)F)F)N=CC=C2 |&1:15|